FC(C(F)(F)F)(S)C(C(C(C(C(C(C(C(C(C(F)(F)F)(F)F)(F)F)(F)F)(F)F)(F)F)(F)F)(F)F)(F)F)(F)F perfluorodecyl-ethanethiol